6-amino-1,3-dimethyl-5-[2-(2-methyl-2,3-dihydro-1,4-benzoxazin-4-yl)acetyl]pyrimidine-2,4-dione NC1=C(C(N(C(N1C)=O)C)=O)C(CN1CC(OC2=C1C=CC=C2)C)=O